C(C)(C)(C)N(C(O)=O)C=1C=NC=C(C1)C1(COCCC1)NS(=O)C(C)(C)C.C(OC1=C(N)C=CC=C1C1=NN(C=N1)C)([2H])([2H])[2H] 2-(methoxy-d3)-3-(1-methyl-1H-1,2,4-triazol-3-yl)aniline tert-butyl-(5-(3-((tert-butylsulfinyl)amino)tetrahydro-2H-pyran-3-yl)pyridin-3-yl)carbamate